3-bromo-2-methylbenzene-4,5,6-d3-amine BrC=1C(=C(C(=C(C1[2H])[2H])[2H])N)C